C(C)N(C(C1=C(C=CC(=C1)F)OC1=C(N=CN=N1)N1CC2(CN(C2)[C@@H](C(C)C)CCCN(C)CC(C)(C)O)CC1)=O)C(C)C (R)-N-ethyl-5-fluoro-2-((5-(2-(6-((2-hydroxy-2-methylpropyl)(methyl)amino)-2-methylhexan-3-yl)-2,6-diazaspiro[3.4]octan-6-yl)-1,2,4-triazin-6-yl)oxy)-N-isopropylbenzamide